[N+](=O)([O-])C=1C=C(C=CC1)C(C(=O)O)=O 2-(3-nitrophenyl)-2-oxo-acetic acid